N1=C(C=CC=C1)N1N=C2CCC(CC2=C1O)N1CCN(CC1)C1=CC=C(C=C1)C 2-pyridin-2-yl-5-(4-p-tolylpiperazin-1-yl)-4,5,6,7-tetrahydro-2H-indazol-3-ol